1-cyclohexyl-2-oxoethyl-carbamic acid benzyl ester C(C1=CC=CC=C1)OC(NC(C=O)C1CCCCC1)=O